O[C@H](CNC(=O)C=1C(N(N=C(C1)C1=CC=C(C=C1)C(F)(F)F)C=1C=NC=CC1)=O)CO N-[(2R)-2,3-Dihydroxypropyl]-3-oxo-2-(pyridin-3-yl)-6-[4-(trifluoromethyl)phenyl]-2,3-dihydropyridazine-4-carboxamide